C1(CCCC1)NC1=CC2=C(N=C(N=C2N[C@H](C)C2=C(C(=CC=C2)C(F)F)F)C)N=C1 (R)-N6-cyclopentyl-N4-(1-(3-(difluoromethyl)-2-fluorophenyl)ethyl)-2-methylpyrido[2,3-d]Pyrimidine-4,6-diamine